(S)-5-(3-(2-methyl-5-((4-(trifluoromethoxy)pyridin-2-yl)carbamoyl)phenyl)pyrrolidin-1-yl)nicotinamide chromium [Cr].CC1=C(C=C(C=C1)C(NC1=NC=CC(=C1)OC(F)(F)F)=O)[C@H]1CN(CC1)C=1C=NC=C(C(=O)N)C1